N-(2-amino-2-methylpropyl)-N-{1-[4-fluoro-3-(trifluoromethyl)phenyl]cyclobutyl}carbamic acid methyl ester COC(N(C1(CCC1)C1=CC(=C(C=C1)F)C(F)(F)F)CC(C)(C)N)=O